difluoro di-oxalate phosphate P(=O)(O)(O)O.C(C(=O)O)(=O)OF.C(C(=O)O)(=O)OF